(2R,5'R)-N-(2,4-dichlorobenzyl)-5'-fluoro-6',7'-dihydro-5'H-spiro[oxirane-2,8'-quinoline]-5'-carboxamide ClC1=C(CNC(=O)[C@@]2(C=3C=CC=NC3[C@@]3(CC2)OC3)F)C=CC(=C1)Cl